BrC1=CC=C2C(=NC(=NC2=C1F)Cl)N1CCOCCC1 4-(7-bromo-2-chloro-8-fluoro-quinazolin-4-yl)-1,4-oxazepane